[Si](C)(C)(C(C)(C)C)OCC1(CNC1)F 3-(((tert-butyldimethylsilyl)oxy)methyl)-3-fluoroazetidine